NC=1C=2N(C3=CC(=C(C=C3N1)F)C(=O)N(CC1=NC=C(C=C1)C(F)(F)F)CC1CC1)C(=NC2)C 4-amino-N-(cyclopropylmethyl)-7-fluoro-1-methyl-N-((5-(trifluoromethyl)pyridin-2-yl)methyl)imidazo[1,5-a]quinoxaline-8-carboxamide